BrC=1SC=C(N1)C(=O)N(C1C(NCC1)=O)C1=CC(=CC(=C1)OC)OC 2-Bromo-N-(3,5-dimethoxyphenyl)-N-(2-oxopyrrolidin-3-yl)thiazole-4-carboxamide